C(#C)C=CO ethynylvinyl alcohol